(P)-6-chloro-7-(2-fluorophenyl)-1-(4-(hydroxymethyl)-2-(2-propanyl)-3-pyridinyl)(4-((2S)-2-methyl-2-propenoyl)-1-piperazinyl)pyrido[2,3-d]pyrimidin-2(1H)-one ClC1=CC2=C(N(C(N=C2N2CCN(CC2)C(C(=C)C)=O)=O)C=2C(=NC=CC2CO)C(C)C)N=C1C1=C(C=CC=C1)F